N[C@@H]1C(N(CCC1)CC1=CC(=C(C=C1)Cl)Cl)=O (S)-3-amino-1-(3,4-dichlorobenzyl)piperidin-2-one